CC1(OB(OC1(C)C)C1=CC=C(C=C1)C1(CC1)C#N)C 1-[4-(4,4,5,5-tetramethyl-1,3,2-dioxaborolan-2-yl)phenyl]cyclopropanecarbonitrile